benzenesulfonate monohydrate O.C1(=CC=CC=C1)S(=O)(=O)O